2-(3-cyanophenyl)-3-(2,6-dimethyl-4-pyridinyl)-N-[(3s,4r)-4-hydroxy-1-methyl-pyrrolidin-3-yl]pyrazolo[1,5-a]pyrimidine-5-carboxamide C(#N)C=1C=C(C=CC1)C1=NN2C(N=C(C=C2)C(=O)N[C@H]2CN(C[C@H]2O)C)=C1C1=CC(=NC(=C1)C)C